FC=1C(=NC=C2C3=C(C=NC12)N(C(C1N3CC(N(C1)CC1=CC=C(C=C1)OC)CC#N)=O)C)C1=CC=CC3=CC=CC(=C13)C 2-(4-fluoro-10-(4-methoxybenzyl)-7-methyl-3-(8-methylnaphthalen-1-yl)-8-oxo-8,8a,9,10,11,12-hexahydro-7H-pyrazino[1',2':4,5]pyrazino[2,3-c][1,6]naphthyridin-11-yl)acetonitrile